C(C)C1CN(C1)C1=NN(C2=C1C=NC(=C2)C2=NN(C=C2[N+](=O)[O-])C2OCCCC2)CC2(CCC2)F 3-(3-Ethylazetidin-1-yl)-1-((1-fluorocyclobutyl)methyl)-6-(4-nitro-1-(tetrahydro-2H-pyran-2-yl)-1H-pyrazol-3-yl)-1H-pyrazolo[4,3-c]pyridine